C(C)OCCN1CC(NCC1)=O 4-(2-ethoxyethyl)piperazin-2-one